N1CC2(CC1)OC1=C(C2)C=CC=C1 Spiro[benzofuran-2,3'-pyrrolidin]